F[C@@]1(CN(CCC1)C1=C(C(=CC=C1[N+](=O)[O-])OC1=C(C=CC=C1)F)C(F)(F)F)CN 1-{(3R)-3-fluoro-1-[3-(2-fluorophenoxy)-6-nitro-2-(trifluoromethyl)phenyl]piperidin-3-yl}methaneamine